2-(3,4-dimethoxyphenyl)-9-methyl-7-(1-methyl-1,2,3,6-tetrahydropyridin-4-yl)-4H-pyrido[1,2-a]pyrimidin-4-one COC=1C=C(C=CC1OC)C=1N=C2N(C(C1)=O)C=C(C=C2C)C=2CCN(CC2)C